C1(=CC=C2C=CC=3C(=CC=C4C=CC1=C2C34)C(=O)O)C(=O)O 1,6-pyrenedicarboxylic acid